C1C(OC(O1)CC2=CC=CC=C2)CO PHENYLACETALDEHYDE GLYCERYL ACETAL